O[C@]1(C[C@H]2CC[C@H]3[C@@H]4CCC(=C[C@]4(CC[C@@H]3[C@H]2CC1)C)C(=O)C1=CC=CC=C1)C ((4aS,4bR,6aR,8R,10aS,10bR,12aS)-8-hydroxy-8,12a-dimethyl-3,4,4a,4b,5,6,6a,7,8,9,10,10a,10b,11,12,12a-hexadecahydrochrysen-2-yl)(phenyl)methanone